isopropyl (S)-6-diazo-2-((S)-2-hydroxy-3-(5-methyl-1H-indol-3-yl)propanamido)-5-oxohexanoate [N+](=[N-])=CC(CC[C@@H](C(=O)OC(C)C)NC([C@H](CC1=CNC2=CC=C(C=C12)C)O)=O)=O